(3-(2-aminoquinazolin-8-yl)-2,4-difluorophenyl)-5-chloro-2-methoxypyridine-3-sulfonamide NC1=NC2=C(C=CC=C2C=N1)C=1C(=C(C=CC1F)C1=C(C(=NC=C1Cl)OC)S(=O)(=O)N)F